N-(3-(2-(2-aminophenyl)acetamido)phenyl)-4-(N-phenylsulfamoyl)benzamide NC1=C(C=CC=C1)CC(=O)NC=1C=C(C=CC1)NC(C1=CC=C(C=C1)S(NC1=CC=CC=C1)(=O)=O)=O